1-methylcyclohexan-1-amine CC1(CCCCC1)N